ClC(C1=C(C=C(C=C1)NC(=O)C=1C(=NN(C1)CC(F)F)C1CC1)C1CC1)([2H])[2H] N-{4-[chloro(2H2)methyl]-3-cyclopropylphenyl}-3-cyclopropyl-1-(2,2-difluoroethyl)-1H-pyrazole-4-carboxamide